C(C=C)(=O)OCC(C(CCC)O)CC 3-hydroxy-2-ethylhexyl acrylate